BrC1=CC=C2C(OCC2=C1)(C(F)(F)F)O 6-bromo-3-hydroxy-3-trifluoromethylisobenzofuran